iron 2-ethyl hexanoate C(CCCCC)(=O)OCC.[Fe]